((4-((5-carbamoylimidazo[4,5-b]pyridin-1-yl)methyl)phenyl(((2,2-dimethylpropanoyl)oxy) methoxy)phosphoryl) oxy)methyl 2,2-dimethylpropanoate CC(C(=O)OCOP(=O)(OCOC(C(C)(C)C)=O)C1=CC=C(C=C1)CN1C=NC2=NC(=CC=C21)C(N)=O)(C)C